C(C)CCC=CC1=CC=C(C=C1)C 2-ethyl-4-methyl-ethyl-styrene